(R)-3-(3-chloro-4-Fluorophenyl)-1-(8,9-difluoro-4,6-dioxo-1,4,5,6-tetrahydro-2H-pyrano[3,4-c]isoquinolin-1-yl)-1-methylurea ClC=1C=C(C=CC1F)NC(N(C)[C@H]1COC(C=2NC(C=3C=C(C(=CC3C21)F)F)=O)=O)=O